N-[5,6-difluoro-1-(triisopropylsilyl)indol-3-yl]-6-(trifluoromethyl)quinolin-2-amine FC=1C=C2C(=CN(C2=CC1F)[Si](C(C)C)(C(C)C)C(C)C)NC1=NC2=CC=C(C=C2C=C1)C(F)(F)F